2-Ethynyl-N-(4-(3-oxo-2,3-dihydro-1H-inden-4-yl)phenethyl)thiazole-4-carboxamide C(#C)C=1SC=C(N1)C(=O)NCCC1=CC=C(C=C1)C1=C2C(CCC2=CC=C1)=O